3-isopropyl-1-phenyl-1H-benzo[g]indazole-4,5-dione C(C)(C)C1=NN(C=2C3=C(C(C(C12)=O)=O)C=CC=C3)C3=CC=CC=C3